ethyl 2-(6-(4-chloro-3-(1,1-difluoroethyl)phenyl)-1H-pyrazolo[4,3-b]pyridin-1-yl)acetate ClC1=C(C=C(C=C1)C=1C=C2C(=NC1)C=NN2CC(=O)OCC)C(C)(F)F